(6R,7R)-3-(((3-methoxy-3-oxopropyl)thio)methyl)-8-oxo-7-(2-phenylacetamido)-5-thia-1-azabicyclo[4.2.0]oct-2-ene-2-carboxylic acid COC(CCSCC1=C(N2C([C@H]([C@H]2SC1)NC(CC1=CC=CC=C1)=O)=O)C(=O)O)=O